C(C)(=O)O.C(C)(=O)OP(=O)(O)O acetylphosphate-acetate